2-methyl-acrylic acid 5-isocyanato-pentyl ester N(=C=O)CCCCCOC(C(=C)C)=O